Ammonium stearate C(CCCCCCCCCCCCCCCCC)(=O)[O-].[NH4+]